isopropyl N-[4-[2-[4-(tert-butoxycarbonylamino)cyclohexyl] thiazol-5-yl]-3-(tert-butylsulfamoyl)phenyl]carbamate C(C)(C)(C)OC(=O)NC1CCC(CC1)C=1SC(=CN1)C1=C(C=C(C=C1)NC(OC(C)C)=O)S(NC(C)(C)C)(=O)=O